ethyliminotris(dimethylamino)tantalum C(C)N=[Ta](N(C)C)(N(C)C)N(C)C